({4-[2-(benzyloxy)ethyl]oxan-4-yl}methyl)-3-methyl-2-nitroaniline C(C1=CC=CC=C1)OCCC1(CCOCC1)CNC1=C(C(=CC=C1)C)[N+](=O)[O-]